6-tert-butyl-9-[2-(3-fluorocyclobutyl)thiazol-5-yl]-10-methoxy-2-oxo-6,7-dihydro-2H-pyrido[2,1-a]Isoquinoline-3-carboxylic acid ethyl ester C(C)OC(=O)C=1C(C=C2N(C(CC3=CC(=C(C=C23)OC)C2=CN=C(S2)C2CC(C2)F)C(C)(C)C)C1)=O